Propyl (S)-2-(2-amino-3-(3-(5-methyl-1,2,4-oxadiazol-3-yl)benzamido)propanamido)-4-methylthiazole-5-carboxylate N[C@H](C(=O)NC=1SC(=C(N1)C)C(=O)OCCC)CNC(C1=CC(=CC=C1)C1=NOC(=N1)C)=O